FC(CNCC1=NN(C2=CC=C(C=C12)NC(C1=C(C=C(C=C1)NS(=O)(=O)CC)N1CCC2(CC2)CC1)=O)C)F N-(3-(((2,2-difluoroethyl)amino)methyl)-1-methyl-1H-indazol-5-yl)-4-(ethylsulphonylamino)-2-(6-azaspiro[2.5]oct-6-yl)benzamide